[C@H]12CN(C[C@H](CC1)N2)C=2C1=C(N=C(N2)OCC23N(CC4=CC(=CC=C24)F)CCC3)C(=C(N=C1)C1=CC(=CC3=CC=CC(=C13)C#C)O)F 4-(4-((1R,5S)-3,8-diazabicyclo[3.2.1]octan-3-yl)-8-fluoro-2-((7-fluoro-2,3-dihydro-1H-pyrrolo[2,1-a]isoindol-9b(5H)-yl)methoxy)pyrido[4,3-d]pyrimidin-7-yl)-5-ethynylnaphthalen-2-ol